NC=1C=C(C=CC1)O m-amino-phenol